CC1=CC=C(C=C1)N1C(C2=CC=CC=C2C=C1)=O N-p-Methylphenylisoquinoline-1(2H)-one